CC1(C(C1C=C(C)C)C(=O)OCC)C ethyl 2,2-dimethyl-3-(2-methylpropenyl)-cyclopropanecarboxylate